C(C)(C)(C)C1=C(C(=CC(=C1)C)C(C)(C)C)OP(OC1=C(C=C(C=C1C(C)(C)C)C)C(C)(C)C)(=O)OP(=O)(O)O.COC=1C=C(C=CC1)C[C@H](CCCC)NC(=O)C1=CC=NN1C N-[(2S)-1-(3-methoxyphenyl)hex-2-yl]-1-methyl-1H-pyrazole-5-carboxamide bis(2,6-di-tert-butyl-4-methylphenyl)diphosphate